sodium 4-trifluoromethylbenzenesulfinate FC(C1=CC=C(C=C1)S(=O)[O-])(F)F.[Na+]